5-((3-acetamidobenzyl)amino)-7-((3,5-dimethoxyphenyl)amino)imidazo[1,2-c]pyrimidine-8-amide C(C)(=O)NC=1C=C(CNC2=NC(=C(C=3N2C=CN3)C(=O)N)NC3=CC(=CC(=C3)OC)OC)C=CC1